C1(=CC=CC=C1)C(C(=O)O)CCC phenyl-pentanoic acid